Ethyl (3-Aminobutyl)carbamate NC(CCNC(OCC)=O)C